N-ethyl-1-(((2S,6R)-6-methyl-4-(pyrido[2,3-b]pyrazin-8-yl)morpholin-2-yl)methyl)piperidine-4-carboxamide C(C)NC(=O)C1CCN(CC1)C[C@H]1CN(C[C@H](O1)C)C1=CC=NC2=NC=CN=C21